C(CC)OC(CI)OC1C(=C(CC1)C)C iodoacetaldehyde 2,3-dimethyl-2-cyclopentenyl n-propyl acetal